r-phthalate C(C=1C(C(=O)[O-])=CC=CC1)(=O)[O-]